(E)-2-((2-(3-(2-chlorophenyl)-1,2,4-thiadiazol-5-yl)-2-methylhydrazinylidene)methyl)benzoic acid ClC1=C(C=CC=C1)C1=NSC(=N1)N(\N=C\C1=C(C(=O)O)C=CC=C1)C